4,6-DIFLUORO-N-(4-(1-(METHYLSULFONYL)PIPERIDIN-4-YL)PHENYL)ISOINDOLINE-2-CARBOXAMIDE bis(1,2,2,6,6-pentamethylpiperidin-4-yl)octanedioate CN1C(CC(CC1(C)C)OC(CCCCCCC(=O)OC1CC(N(C(C1)(C)C)C)(C)C)=O)(C)C.FC1=C2CN(CC2=CC(=C1)F)C(=O)NC1=CC=C(C=C1)C1CCN(CC1)S(=O)(=O)C